4-(4-(pyridin-3-yl)butanamido)-N-(2-amino-4-fluorophenyl)benzamide Tert-butyl-(4,5-dichloropyridin-2-yl)carbamate C(C)(C)(C)N(C(O)=O)C1=NC=C(C(=C1)Cl)Cl.N1=CC(=CC=C1)CCCC(=O)NC1=CC=C(C(=O)NC2=C(C=C(C=C2)F)N)C=C1